C(C1=CC=CC=C1)OC(=O)C=1C(=CC(=C2CCCOC12)C)OC[C@@H]1N(C[C@H](C1)O[Si](C1=CC=CC=C1)(C1=CC=CC=C1)C(C)(C)C)C(=O)OC(C)(C)C tert-Butyl (2R,4S)-2-(((8-((benzyloxy)carbonyl)-5-methyl chroman-7-yl)oxy)methyl)-4-((tert-butyldiphenylsilyl)oxy)pyrrolidin-1-carboxylate